N-(2-aminoethyl)-1-aminomethyltrimethoxysilane NCCNC[Si](OC)(OC)OC